6-((3-amino-2-chlorophenyl)thio)-3-(4-(aminomethyl)-4-methylpiperidin-1-yl)pyrazin-2(1H)-one NC=1C(=C(C=CC1)SC1=CN=C(C(N1)=O)N1CCC(CC1)(C)CN)Cl